C(#N)C=1C(=NC=CC1)N1C(=C(C=2C1=NC=C(C2)C=2C(=NOC2C)C)C2=C(C=C(C(=O)OC)C=C2)OC(F)(F)F)C methyl 4-(1-(3-cyanopyridin-2-yl)-5-(3,5-dimethylisoxazol-4-yl)-2-methyl-1H-pyrrolo[2,3-b]pyridin-3-yl)-3-(trifluoromethoxy)benzoate